S1C=C(NC=C(C1)C(=O)O)C(=O)O 4,7-dihydro[1,4]thiazepine-3,6-dicarboxylic acid